F[C@H]1C[C@H](N2N=C(N=C21)C(=O)[C@@]2(COCC2)C)C2=CC=CC=C2 |r| [rac-(5S,7S)-7-Fluoro-5-phenyl-6,7-dihydro-5H-pyrrolo[1,2-b][1,2,4]triazol-2-yl]-[rac-(3S)-3-methyltetrahydrofuran-3-yl]methanon